N-(3-bromobenzyl)-2,2-dimethylbutanamide BrC=1C=C(CNC(C(CC)(C)C)=O)C=CC1